3-(2-(azetidin-1-yl)ethyl)-1H-indole N1(CCC1)CCC1=CNC2=CC=CC=C12